allyl chloride nickel [Ni].C(C=C)Cl